CNCCN(CC=1N(N=CC1C=1C=C2C(=NN(C2=CC1)C1OCCCC1)C=C)C)C N,N'-dimethyl-N'-[[2-methyl-4-(1-tetrahydropyran-2-yl-3-vinyl-indazol-5-yl)pyrazol-3-yl]methyl]ethane-1,2-diamine